OCCC(C(=O)OCCO)=C 2-hydroxyethyl (2-hydroxyethyl acrylate)